C1(C(C(C1C(=O)[O-])C(=O)[O-])C(=O)[O-])C(=O)[O-] 1,2,3,4-cyclobutanetetracarboxylate